(1-(9H-fluoren-9-yl)-3-oxo-2,7,10,13-tetraoxa-4-azapentadecan-15-oyl)-L-valyl-L-alanine C1=CC=CC=2C3=CC=CC=C3C(C12)COC(NCCOCCOCCOCC(=O)N[C@@H](C(C)C)C(=O)N[C@@H](C)C(=O)O)=O